N-allyl-N-(1-allyl-5-(methoxymethyl)-1H-1,2,4-triazol-3-yl)-4-(5-(3,5-dichlorophenyl)-5-(trifluoromethyl)-4,5-dihydroisoxazol-3-yl)-2-methylbenzamide C(C=C)N(C(C1=C(C=C(C=C1)C1=NOC(C1)(C(F)(F)F)C1=CC(=CC(=C1)Cl)Cl)C)=O)C1=NN(C(=N1)COC)CC=C